ClC(OC1=CC=C(C=C1)NC(=O)C1=CC2=C(N(C=N2)C2CC(C2)O)C(=C1)C=1C=NC=NC1)(F)F N-(4-(chlorodifluoromethoxy)phenyl)-1-((1s,3s)-3-hydroxycyclobutyl)-7-(pyrimidin-5-yl)-1H-benzo[d]imidazole-5-carboxamide